COC1=CC(=CC2=C1C(=NO2)N)C2=CC=CC=C2 4-methoxy-6-phenylbenzo[d]isoxazol-3-amine